2-((benzo[d][1,3]dioxan-5-ylmethyl)sulfinyl)-6-chlorobenzo[d]oxazole O1COCC2=C1C=CC=C2CS(=O)C=2OC1=C(N2)C=CC(=C1)Cl